6-Methyl-N-(5-(trifluoromethyl)pyridin-2-yl)-7,8-dihydro-6H-cyclopenta[e][1,2,4]triazolo[4,3-a]pyridine-4-carboxamide CC1CCC2=C1C=C(C=1N2C=NN1)C(=O)NC1=NC=C(C=C1)C(F)(F)F